CC(C)CCCC(C(CCC)C)C 2,6,7-trimethyl-decane